1-(4-(3-(3,5-dimethylisoxazol-4-yl)-5-methylphenoxy)-3,5-dimethylphenyl)-3-ethylurea CC1=NOC(=C1C=1C=C(OC2=C(C=C(C=C2C)NC(=O)NCC)C)C=C(C1)C)C